1-tosyl-1H-indole-7-sulfonamide S(=O)(=O)(C1=CC=C(C)C=C1)N1C=CC2=CC=CC(=C12)S(=O)(=O)N